(Z)-3-(3-amino-2-methyl-4,5-dihydrocyclopenta[b]pyrrole-6(1H)-ylidene)-5-fluoroindol-2-one NC=1C2=C(NC1C)\C(\CC2)=C\2/C(NC1=CC=C(C=C21)F)=O